methyl 5-[3-[4-[3-(tert-butoxycarbonylamino)-3-methyl-but-1-ynyl]-2-fluoro-phenoxy]propyl]-2-(3-chloro-4-methyl-6,7-dihydro-5H-pyrido[2,3-c]pyridazin-8-yl)thiazole-4-carboxylate C(C)(C)(C)OC(=O)NC(C#CC1=CC(=C(OCCCC2=C(N=C(S2)N2CCCC3=C2N=NC(=C3C)Cl)C(=O)OC)C=C1)F)(C)C